ClC1=CC=C(C=C1)C1=CC=CC=2C3=CC=CC=C3NC12 (4-chlorophenyl)carbazole